4-methyl-3,4-Dihydropyrazin CN1CC=NC=C1